4,4'-bis-(2-morpholino-4-anilino-s-triazine-6-ylamino)stilbenedisulfonate O1CCN(CC1)C1=NC(=NC(=N1)NC1=CC=CC=C1)NC1=C(C(=C(C=C1)C=CC1=CC=C(C=C1)NC1=NC(=NC(=N1)N1CCOCC1)NC1=CC=CC=C1)S(=O)(=O)[O-])S(=O)(=O)[O-]